α-D-glucopyranosyl bromide [C@H]1([C@H](O)[C@@H](O)[C@H](O)[C@H](O1)CO)Br